N-(4-methylbenzyl)-1,1-diphenylmethanimine CC1=CC=C(CN=C(C2=CC=CC=C2)C2=CC=CC=C2)C=C1